C1(=CC=CC=C1)S(=O)(=O)OCCCCCCCCCCCC lauryl benzenesulfonate